1-[5-fluoro-2-(2-hydroxyethyl)phenyl]-3-(2-methoxypyridin-4-yl)urea FC=1C=CC(=C(C1)NC(=O)NC1=CC(=NC=C1)OC)CCO